methoxyketone COC(=O)OC